Cl.FC(C1=NC=CC(=C1)N1CC(C1)CC(=O)N1CC=2C(=C3CCNCC3=C(N2)C)C1)F 2-[1-(2-Difluoromethyl-pyridin-4-yl)-azetidin-3-yl]-1-(5-methyl-1,3,6,7,8,9-hexahydro-2,4,7-triaza-cyclopenta[a]naphthalen-2-yl)-ethanone hydrochloride